C(C)SC=1C(=CC2=C(N(C(N2C)=O)C)C1)C(=O)OCC ethyl 6-ethylsulfanyl-1,3-dimethyl-2-oxo-benzimidazole-5-carboxylate